NCCCNC1=CC=2N(C=C1)C(=CN2)N2C(NC(CC2)=O)=O 1-[7-(3-Aminopropylamino)imidazo[1,2-a]pyridin-3-yl]hexahydropyrimidine-2,4-dione